(5aR,6S,7S,8R,8aS)-5a-(4-chlorophenyl)-7-((dimethylamino)methyl)-8,8a-dihydroxy-1-methoxy-6-phenyl-5a,7,8,8a-tetrahydro-6H-cyclopenta[4,5]furo[3,2-c]pyridine-3-carbonitrile ClC1=CC=C(C=C1)[C@]12[C@](C=3C(=NC(=CC3O1)C#N)OC)([C@@H]([C@@H]([C@H]2C2=CC=CC=C2)CN(C)C)O)O